ClC1=C(C=CC=C1B1OC(C(O1)(C)C)(C)C)NC(=O)C1=NN2C([C@H](CCC2)N2C[C@@H](CC2)O)=C1 (4S)-N-[2-chloro-3-(4,4,5,5-tetramethyl-1,3,2-dioxaborolan-2-yl)phenyl]-4-[(3R)-3-hydroxypyrrolidin-1-yl]-4,5,6,7-tetrahydropyrazolo[1,5-a]pyridine-2-carboxamide